N12C=CCNC2CCCC1 1,5-diazabicyclo[4.4.0]-decen